1-(4-Cyclopropylphenyl)guanidine hydrochloride Cl.C1(CC1)C1=CC=C(C=C1)NC(=N)N